COC(=O)C=1C=CC(=NC1)C(=O)NC=1SC2=C(N1)C=CC(=C2)C(=O)O 2-(5-(methoxycarbonyl)picolinamido)benzo[d]thiazole-6-carboxylic acid